Isoamyl alcohol Isoamyl-octanoate Phenylethyl-acetate C1(=CC=CC=C1)CCCC(=O)O.C(CC(C)C)C(C(=O)O)CCCCCC.C(CC(C)C)O